chlorosulfonic acid-HCl Cl.ClS(=O)(=O)O